methyl-sulphonate CS(=O)(=O)[O-]